C(#N)C=1C(=NC=CC1)CN1C(=O)N(C=2N=C(N(C2C1=O)CC#CC)Br)C 1-[(3-cyano-pyridin-2-yl)methyl]-3-methyl-7-(2-butyn-1-yl)-8-bromoxanthine